C(C)OC1=CC=C(C=N1)CN1C(=NC2=C1C=CC=C2F)C2=NON=C2C 3-[1-[(6-ethoxypyridin-3-yl)methyl]-4-fluoro-benzoimidazol-2-yl]-4-methyl-1,2,5-oxadiazole